(2-Bromoethyl)-2,2,2-trifluoroacetamide BrCCNC(C(F)(F)F)=O